BrC1CC(CC1)C1=NN2C(=NC=3C(=CC=CC3C2=N1)OC)NCC1=C(C=C(C=C1)OC)OC 2-(3-bromocyclopentyl)-N-(2,4-dimethoxybenzyl)-7-methoxy-[1,2,4]triazolo[1,5-c]quinazolin-5-amine